FC1=C(C(=C(C(=C1F)F)F)F)C1=C(C=CC=C1)B(O)O 2,3,4,5,6-pentafluorophenyl-phenylboronic acid